C(#N)CCNC(COC1=CC=C2C(=NN(C2=C1)C)C1C(NC(CC1)=O)=O)=O N-(2-cyanoethyl)-2-((3-(2,6-dioxopiperidin-3-yl)-1-methyl-1H-indazol-6-yl)-oxy)acetamide